Sodium (S)-3-chloro-2-(3-hydroxypyrrolidin-1-yl)pyridine-4-thiolate ClC=1C(=NC=CC1[S-])N1C[C@H](CC1)O.[Na+]